C(C)(CC)N1N=C(C(=C1C(C)C)O)C(C)(C)C 1-sec-butyl-3-tert-butyl-4-hydroxy-5-isopropyl-pyrazole